1-[[4-[2-[(2,6-dimethylpyrimidin-4-yl)amino]pyrazolo[1,5-a]pyridin-5-yl]-6-(fluoromethyl)-3-pyridyl]oxy]-2-methyl-propan-2-ol CC1=NC(=CC(=N1)NC1=NN2C(C=C(C=C2)C2=C(C=NC(=C2)CF)OCC(C)(O)C)=C1)C